C(C=C)(=O)N1CCN(CC1)C(CN1C2=C(N=C(C1=O)NC1=CC(=CC(=C1)OC)OC)C=CC(=N2)NC2=CC=CC=C2)=O 4-(2-(4-acryloylpiperazin-1-yl)-2-oxoethyl)-6-anilino-2-(3,5-dimethoxyanilino)pyrido[2,3-b]pyrazin-3(4H)-one